C=C1CC(CCC1)COC1=CC=CC=C1 ((3-Methylenecyclohexyl)methoxy)benzene